(2S)-4-carbamoyl-2-(methylamino)butanoic acid C(N)(=O)CC[C@@H](C(=O)O)NC